FC=1C(=CC2=C(CNCCC2)C1)OC(C(F)(F)F)C 8-fluoro-7-((1,1,1-trifluoropropan-2-yl)oxy)-2,3,4,5-tetrahydro-1H-benzo[c]azepine